ClC1=CC(=C(S1)C(=O)NC1=CC(=CC(=C1)F)Cl)S(N(C)C1=CC(=C(C=C1)OCC)OC)(=O)=O 5-Chloro-N-(3-chloro-5-fluorophenyl)-3-(N-(4-ethoxy-3-methoxyphenyl)-N-methylsulfamoyl)thiophene-2-carboxamide